[2-(2-aminoethoxy)ethoxy]propanoic acid NCCOCCOC(C(=O)O)C